(Z)-1-(3-cyanophenyl)-4-ethoxy-3,4-dioxo-but-1-en-1-olate C(#N)C=1C=C(C=CC1)/C(=C/C(C(=O)OCC)=O)/[O-]